1-(6-chloro-2,7-dimethoxyquinolin-3-yl)ethanone ClC=1C=C2C=C(C(=NC2=CC1OC)OC)C(C)=O